FC(CC(=O)O\N=C(\C1=CC=C(C=C1)C)/N)(F)F [(Z)-[amino(p-tolyl)methylene]amino] 3,3,3-trifluoropropanoate